5-carboxymethyl-aminouridine C(=O)(O)CC=1C(NC(N([C@]2([C@H](O)[C@H](O)[C@@H](CO)O2)N)C1)=O)=O